3-[3-(2-methoxyethoxy)propoxy]-1-[(1r,4r)-4-[(2r,6s)-2,6-dimethylmorpholin-4-yl]cyclohexyl]-1H-pyrazol-4-amine COCCOCCCOC1=NN(C=C1N)C1CCC(CC1)N1C[C@H](O[C@H](C1)C)C